4-{(S)-2-[(S)-2-(methoxycarbonylamino)-3-phenyl-propionylamino]-2-[2-(thien-2-yl)thiazol-4-yl]ethyl}phenylaminosulfonic acid COC(=O)N[C@H](C(=O)N[C@@H](CC1=CC=C(C=C1)NS(=O)(=O)O)C=1N=C(SC1)C=1SC=CC1)CC1=CC=CC=C1